C(C1=CC=CC=C1)N1CC(CCC1)C1=NN2C(N=CC=C2)=C1N1CCCC1 (1-benzylpiperidin-3-yl)-3-(pyrrolidin-1-yl)pyrazolo[1,5-a]pyrimidine